4-(5-(3-cyano-7-(1-methyl-1H-pyrazol-4-yl)imidazo[1,2-a]pyridin-5-yl)pyridin-2-yl)-N-(2-methoxy-3-methyl-butyl)piperazine-1-carboxamide C(#N)C1=CN=C2N1C(=CC(=C2)C=2C=NN(C2)C)C=2C=CC(=NC2)N2CCN(CC2)C(=O)NCC(C(C)C)OC